CC(COC1COC1)(CC)C 3-(2,2-dimethylbutoxy)oxetane